methyl 2-({3-chloro-2-[(4-cyano-2,6-difluorophenyl) methoxy]-5,6,7,8-tetrahydro-1,7-naphthyridin-7-yl} methyl)-7-fluoro-1-{[(2S)-oxetan-2-yl] methyl}-1H-1,3-benzodiazole-6-carboxylate ClC=1C(=NC=2CN(CCC2C1)CC1=NC2=C(N1C[C@H]1OCC1)C(=C(C=C2)C(=O)OC)F)OCC2=C(C=C(C=C2F)C#N)F